bitetrazole diammonium [NH4+].[NH4+].N1=NN=NC1=C1N=NN=N1